C(C)OC1=C(C=CC(=C1)OCC)C1=NC(=CC(=C1)C1=CC=C(C=C1)NC1=CC=C(C=C1)OC)C1=C(C=C(C=C1)OCC)OCC 2,6-bis(2,4-diethyloxyphenyl)-4-(4-(4-methyloxyphenyl)aminophenyl)pyridine